5-methoxy-N-(2-oxo-1-(8-oxo-1,7-naphthyridin-7(8H)-yl)-2-(4-(trifluoromethyl)phenyl)ethyl)benzo[d]oxazole-2-carboxamide COC=1C=CC2=C(N=C(O2)C(=O)NC(C(C2=CC=C(C=C2)C(F)(F)F)=O)N2C=CC=3C=CC=NC3C2=O)C1